2,6-di-t-butyl-4-bromoanisole C(C)(C)(C)C1=C(C(=CC(=C1)Br)C(C)(C)C)OC